diethyl 3,5-pyridinedicarboxylate N1=CC(=CC(=C1)C(=O)OCC)C(=O)OCC